C(C)(=O)C1CC(C1)NC(OC(C)(C)C)=O tert-butyl [(1s,3s)-3-acetylcyclobutyl]carbamate